3-{4-[(2-amino-4-pyrimidinyl)oxy]-3-methylphenyl}-1-[5-(trifluoromethyl)-3-pyridinyl]-2,4-imidazolidinedione NC1=NC=CC(=N1)OC1=C(C=C(C=C1)N1C(N(CC1=O)C=1C=NC=C(C1)C(F)(F)F)=O)C